N-((7-azaspiro[3.5]nonan-2-yl)methyl)-4-((8-ethoxy-7-(1H-pyrazol-4-yl)-[1,2,4]triazolo[1,5-a]pyridin-2-yl)amino)-3-methylbenzenesulfonamide C1C(CC12CCNCC2)CNS(=O)(=O)C2=CC(=C(C=C2)NC2=NN1C(C(=C(C=C1)C=1C=NNC1)OCC)=N2)C